N=1NN=NC1CC1CCN(CC1)CC1=CC=C(C=C1)NC1=NC(=NC=2C=NNC(C21)=O)N2CCCCCC2 4-((4-((4-((2H-tetrazol-5-yl)methyl)piperidin-1-yl)methyl)phenyl)amino)-2-(azepan-1-yl)pyrimido[4,5-d]pyridazin-5(6H)-one